N-(5-cyano-6-(2H-1,2,3-triazol-2-yl)pyridin-3-yl)-1-(1-(3-fluorophenyl)ethyl)-5-(trifluoromethyl)-1H-pyrazole-4-carboxamide C(#N)C=1C=C(C=NC1N1N=CC=N1)NC(=O)C=1C=NN(C1C(F)(F)F)C(C)C1=CC(=CC=C1)F